C(CC1=CC=CC=C1)C1(C(=O)OCCC1)CCC1=CC=CC=C1 α,α-diphenethyl-δ-valerolactone